FC1=CC=C(C=C1)C1=CC=CS1 5-(4-fluorophenyl)thiophen